(S)-3-amino-2-(((benzyloxy)carbonyl)amino)propionic acid NC[C@@H](C(=O)O)NC(=O)OCC1=CC=CC=C1